OCCCN hydroxypropylamine